FC(C1=NN(C(=C1C(=O)NC1=C2C(CC(C2=CC=C1)(C)C)C)C)C)(F)F 3-trifluoromethyl-1,5-dimethyl-N-(1,1,3-trimethylindan-4-yl)pyrazole-4-carboxamide